C(C)(C)(C)N1N=CC(=C1)C(=O)NCC1=NC(=NO1)C1=C(C2=C(S1)C(=CC=C2)B2OC(C(O2)(C)C)(C)C)CC(F)(F)F 1-(tert-butyl)-N-((3-(7-(4,4,5,5-tetramethyl-1,3,2-dioxaborolan-2-yl)-3-(2,2,2-trifluoroethyl)benzo[b]thiophen-2-yl)-1,2,4-oxadiazol-5-yl)methyl)-1H-pyrazole-4-carboxamide